(1R,3S)-3-(3-{[(5-chloro-pyridin-2-yl)acetyl]-amino}-1H-pyrazol-5-yl)-cyclopentyl tert-butyl-carbamate C(C)(C)(C)NC(O[C@H]1C[C@H](CC1)C1=CC(=NN1)NC(CC1=NC=C(C=C1)Cl)=O)=O